5-(5-amino-2-((6-aminopyridin-2-yl)methyl)-7-(4-fluorophenyl)-[1,2,4]triazolo[1,5-c]pyrimidin-8-yl)-1-methylpyridin-2(1H)-one NC1=NC(=C(C=2N1N=C(N2)CC2=NC(=CC=C2)N)C=2C=CC(N(C2)C)=O)C2=CC=C(C=C2)F